B([O-])([O-])[O-].C(CCC)C1(C(C(C(=C(C1F)F)F)([N+](C1=C(C(=C(C(=C1F)F)F)F)F)(C1=C(C(=C(C(=C1F)F)F)F)F)C1=C(C(=C(C(=C1F)F)F)F)F)CCCC)(F)CCCC)F.C(CCC)C1(C(C(C(=C(C1F)F)F)(CCCC)[N+](C1=C(C(=C(C(=C1F)F)F)F)F)(C1=C(C(=C(C(=C1F)F)F)F)F)C1=C(C(=C(C(=C1F)F)F)F)F)(CCCC)F)F.C(CCC)C1(C(C(C(=C(C1F)F)F)(CCCC)[N+](C1=C(C(=C(C(=C1F)F)F)F)F)(C1=C(C(=C(C(=C1F)F)F)F)F)C1=C(C(=C(C(=C1F)F)F)F)F)(CCCC)F)F tri-n-butyltetrakis(pentafluorophenyl)ammonium borate